OCC1=CN=C(N1C)C=1C=C2N(N=CC3=C2N(N=C3NC=3C(=NC=C(C(=O)NCCN2[C@H](CCC2)C)C3)C)C)C1 (S)-5-((8-(5-(hydroxymethyl)-1-methyl-1H-imidazol-2-yl)-1-methyl-1H-pyrazolo[3,4-d]pyrrolo[1,2-b]pyridazin-3-yl)amino)-6-methyl-N-(2-(2-methylpyrrolidin-1-yl)ethyl)nicotinamide